10-N-methylcarbamoyl-3,7-bis(dimethylamino)-10H-phenothiazine CNC(=O)N1C2=CC=C(C=C2SC=2C=C(C=CC12)N(C)C)N(C)C